BrC=1N=C(N(C1)COCC[Si](C)(C)C)C1=NN(C2=CC(=CC=C12)C1=C(C=C(C=C1)OCOCC[Si](C)(C)C)CC)C1OCCCC1 3-(4-bromo-1-((2-(trimethylsilyl)ethoxy)methyl)-1H-imidazol-2-yl)-6-(2-ethyl-4-((2-(trimethylsilyl)ethoxy)methoxy)phenyl)-1-(tetrahydro-2H-pyran-2-yl)-1H-indazole